(4r,6r)-N-(3-Chloro-2,4-difluorophenyl)-6-(1-azaspiro[3.3]heptan-6-yl)quinazolin-4-amine ClC=1C(=C(C=CC1F)NC1=NC=NC2=CC=C(C=C12)C1CC2(CCN2)C1)F